FC=1C=2N(C(NC1)=O)N=CN2 8-fluoro-[1,2,4]triazolo[1,5-c]pyrimidin-5(6H)-one